4-amino-N-(3-(3-(2-(2,6-dioxopiperidin-3-yl)-1,3-dioxoisoindolin-4-yl)propoxy)-propyl)-N-methylpiperidine-1-sulfonamide NC1CCN(CC1)S(=O)(=O)N(C)CCCOCCCC1=C2C(N(C(C2=CC=C1)=O)C1C(NC(CC1)=O)=O)=O